(RS)-7-methyl-6,6a,7,8-tetrahydroindolo[4,3-fg]quinolin-9(4H)-one CN1CC(C=C2C3=C4C(C[C@@H]12)=CNC4=CC=C3)=O |r|